C(CCCCCC)C=1NC(C2=C(N1)C(=NN2C)CCC)=O 5-n-heptyl-1-methyl-3-propyl-1,6-dihydro-7H-pyrazolo[4,3-d]pyrimidin-7-one